N-Dodecyl-N,N-dimethyl-3-sulfopropylammonium C(CCCCCCCCCCC)[N+](C)(C)CCCS(=O)(=O)O